N-tert-butyl-1-phenyl-ethanimine C(C)(C)(C)N=C(C)C1=CC=CC=C1